5-chloro-7-(7,7-difluoro-5-azaspiro[2.4]heptan-5-yl)-[1,2,4]triazolo[1,5-a]pyrimidine ClC1=NC=2N(C(=C1)N1CC3(CC3)C(C1)(F)F)N=CN2